4-bromo-3-fluoro-5-(trifluoromethyl)aniline BrC1=C(C=C(N)C=C1C(F)(F)F)F